NC1=C(SC2=NC(=CC(=C21)C)C)C(=O)N[C@@H]2CC=1C=CC(=NC1CC2)N2C[C@@H]([C@@H](C2)COC)N 3-Amino-N-[(6S)-2-[(3r,4r)-3-amino-4-(methoxymethyl)pyrrolidin-1-yl]-5,6,7,8-tetrahydroquinolin-6-yl]-4,6-dimethylthieno[2,3-b]pyridine-2-carboxamide